O=C1N(CCC(N1)=O)C=1C=C(C(=O)N[C@@H]2CNCCC2)C=CC1OC 3-(2,4-Dioxohexahydropyrimidin-1-yl)-4-methoxy-N-[(3S)-3-piperidyl]benzamide